O=C1NC=C(C(N1)=O)C1=CC(=C(N=N1)C#N)N1CC(OCC1)C1=CC=C(C=C1)F 6-(2,4-dioxo-1H-pyrimidin-5-yl)-4-[2-(4-fluorophenyl)morpholin-4-yl]pyridazine-3-carbonitrile